[Cl-].C(CCCCCCCCCCCCCCCCC)C1C(C(C(C([N+](C)(C)C)(CCCCCCCCCCCCCCCCCC)CCCCCCCCCCCCCCCCCC)(C=C1)CCCCCCCCCCCCCCCCCC)(CCCCCCCCCCCCCCCCCC)CCCCCCCCCCCCCCCCCC)(CCCCCCCCCCCCCCCCCC)CCCCCCCCCCCCCCCCCC (octa-octadecyl)-N,N,N-trimethyl-benzyl-ammonium chloride